C(C)C1=CC=C(C=C1)C=C1C=C(CC(=C1)C(C)(C)C)C(C)(C)C 4-(4-ethylphenyl)methylene-2,6-di-tert-butyl-2,5-cyclohexadiene